FC1=NN2C(C(NC3=C(C(=CC=C23)CN2CC3=NN(C=C3C2)C=2C=CC(=NC2F)C(=O)NCC)F)=O)=C1 5-(5-((2,6-difluoro-4-oxo-4,5-dihydropyrazolo[1,5-a]quinoxalin-7-yl)methyl)-5,6-dihydropyrrolo[3,4-c]pyrazol-2(4H)-yl)-N-ethyl-6-fluoropicolinamide